(5-((2-(3,3-difluoroazetidin-1-yl)ethyl)carbamoyl)-2-methylpyridin-3-yl)-2-(pyridin-4-yl)pyrazolo[5,1-b]Thiazole-7-carboxamide FC1(CN(C1)CCNC(=O)C=1C=C(C(=NC1)C)C=1N2C(SC1C1=CC=NC=C1)=C(C=N2)C(=O)N)F